O1C=C(C=C1)C=1N=C(C2=C(N1)SC(=C2)C)NCCCC2=CC=C(C=C2)C=2N(C=CC2)C 2-(furan-3-yl)-6-methyl-N-(3-[4-(1-methyl-1H-pyrrol-2-yl)phenyl]propyl)thieno[2,3-d]pyrimidin-4-amine